2-bromo-2-methylpropanoic acid-2-azidoethyl ester N(=[N+]=[N-])CCOC(C(C)(C)Br)=O